5-((2-methoxyethoxy)methyl)-4-(piperazin-1-yl)pyrimidine methyl-4-amino-1-(8-chloroisoquinolin-5-yl)-2-oxo-7-(trifluoromethyl)-1,2-dihydro-1,8-naphthyridine-3-carboxylate COC(=O)C=1C(N(C2=NC(=CC=C2C1N)C(F)(F)F)C1=C2C=CN=CC2=C(C=C1)Cl)=O.COCCOCC=1C(=NC=NC1)N1CCNCC1